BrC=1C=C2C=C(C(=NC2=CC1)OC)C(C(CCN(C)C)(O)C1=CC(=NC(=C1)OC)OC)C1=C(C(=NC=C1)OC)OC 1-(6-bromo-2-methoxyquinolin-3-yl)-1-(2,3-dimethoxypyridin-4-yl)-2-(2,6-dimethoxypyridin-4-yl)-4-(dimethylamino)butan-2-ol